1-Chloroethyl (4-nitrophenyl) carbonate C(OC(C)Cl)(OC1=CC=C(C=C1)[N+](=O)[O-])=O